(6SR)-7-(4-bromo-3-chloro-benzoyl)-2-[4-(cyclopropoxy)phenyl]-N-[(1R)-1-(2-fluorophenyl)ethyl]-6-methyl-3-oxo-6,8-dihydro-5H-imidazo[1,5-a]pyrazine-1-carboxamide BrC1=C(C=C(C(=O)N2CC=3N(C[C@@H]2C)C(N(C3C(=O)N[C@H](C)C3=C(C=CC=C3)F)C3=CC=C(C=C3)OC3CC3)=O)C=C1)Cl |&1:12|